(S)-(1-(3-(4-cyanophenyl)-2-(4-fluorophenyl)quinoxalin-6-yl)pyrrolidin-3-yl)carbamic acid tert-butyl ester C(C)(C)(C)OC(N[C@@H]1CN(CC1)C=1C=C2N=C(C(=NC2=CC1)C1=CC=C(C=C1)F)C1=CC=C(C=C1)C#N)=O